COC1=CC=C(C=N1)NC(CN(C=1C2=C(N=C(N1)C1=NC=CC(=C1)O[C@@H]1COCC1)CCC2)C)=O N-(6-methoxypyridin-3-yl)-2-[methyl(2-{4-[(3S)-oxolan-3-yloxy]pyridin-2-yl}-5H,6H,7H-cyclopenta[d]pyrimidin-4-yl)amino]acetamide